CN1C(C=C(C=C1)C1=NN(C(=C1)C=O)COCC[Si](C)(C)C)=O 3-(1-methyl-2-oxo-1,2-dihydropyridin-4-yl)-1-((2-(trimethylsilyl)ethoxy)methyl)-1H-pyrazole-5-carbaldehyde